CC1NCCC1 2-methyl-pyrrolidine